C(=O)(OC(C)(C)C)N1CC(C1)NC1=CC=C(OC2=CSC3=C4C=NN(C4=CC=C32)C3OCCCC3)C=C1 3-(4-(1-Boc-azetidin-3-ylamino)phenoxy)-6-(tetrahydro-2H-pyran-2-yl)-6H-thieno[2,3-e]Indazole